(carboxymethyl-(carboxylatomethyl))dimethyl-(octadecyl)ammonium C(=O)(O)CC(C(=O)[O-])[N+](CCCCCCCCCCCCCCCCCC)(C)C